CC(CCCCCCCCCCC)(C)C Trimethyl-dodecane